Tetramethyl-tetravinyl-cyclotetrasiloxane C[Si]1(O[Si](O[Si](O[Si](O1)(C=C)C)(C=C)C)(C=C)C)C=C